ClC=1N=C(N(C1Cl)CC(=O)OCCC(=C(F)F)F)C 3,4,4-trifluorobut-3-en-1-yl 2-(4,5-dichloro-2-methyl-1H-imidazol-1-yl)acetate